5-((benzyloxy)methyl)-6-(4-methoxyphenyl)-2-phenylpyrazolol C(C1=CC=CC=C1)OCC=1C=C(N(N1)C1=CC=CC=C1C1=CC=C(C=C1)OC)O